O[C@@]1([C@@H](CC[C@H](C1)C)C(C)C)C(=O)NCC(=O)O ((1S,2S,5R)-1-hydroxy-2-isopropyl-5-methylcyclohexane-1-carbonyl)glycine